methylcyclohexanecarboxylate COC(=O)C1CCCCC1